C(C)S(=O)(=O)N1[C@H]2CC(C[C@@H]1CCC2)N(C2=NC(=CC(=N2)C(=O)N)NC2=NNC(=C2)C)C 2-(((1R,3s,5S)-9-(ethylsulfonyl)-9-azabicyclo[3.3.1]nonan-3-yl)(methyl)amino)-6-((5-methyl-1H-pyrazol-3-yl)amino)pyrimidine-4-carboxamide